N1N=CC(=C1)C=1C=C(C=NC1)N=S(=O)(C)C ((5-(1H-Pyrazol-4-yl)pyridin-3-yl)imino)dimethyl-λ6-sulfanone